FC1=CC(=NC(=C1)F)N1C(C2=C(N=C(N=C2)C2=NC=CC=N2)CC1)C 6-(4,6-difluoro-2-pyridinyl)-5-methyl-2-pyrimidin-2-yl-7,8-dihydro-5H-pyrido[4,3-d]pyrimidine